(2r,4s)-4-(4-amino-3-((5,7-difluoro-2-methyl-1H-benzo[d]imidazol-6-yl)ethynyl)-1H-pyrazolo[4,3-c]pyridin-1-yl)-2-(methoxymethyl)pyrrolidine-1-carboxylic acid tert-butyl ester C(C)(C)(C)OC(=O)N1[C@H](C[C@@H](C1)N1N=C(C=2C(=NC=CC21)N)C#CC=2C(=CC1=C(NC(=N1)C)C2F)F)COC